OCCC1N(CCNC1)CCS(=O)(=O)O hydroxyethyl-1-piperazineethanesulfonic acid